ClC1=CC=C2C=CC3=CC=C(C4=CC=C1C2=C34)Cl 1,8-dichloropyrene